O=C1N(CC2=CC(=CC=C12)C1=CC(NC=C1)=O)C1C(NC(CC1)=O)=O 3-(1-oxo-5-(2-oxo-1,2-dihydropyridin-4-yl)isoindolin-2-yl)piperidine-2,6-dione